2-(benzylthio)-5-bromopyridine C(C1=CC=CC=C1)SC1=NC=C(C=C1)Br